FC1=CC=C(C=C1)CSSCC1=CC=C(C=C1)F bis[(4-fluorophenyl) methyl] disulfide